CC1=C(C=C(C=C1)NC(=O)C1=CC2=C(OCO2)C=C1)NC1=NC=CC=C1C1=C2N=CN(C2=NC=N1)C1OCCCC1 N-(4-methyl-3-((3-(9-(tetrahydro-2H-pyran-2-yl)-9H-purin-6-yl)pyridin-2-yl)amino)phenyl)benzo[d][1,3]dioxole-5-carboxamide